COC1=NC=CC2=C(C=CC=C12)C=1N(C(=CN1)C(=O)OC)C(F)(F)F Methyl 2-(1-methoxyisoquinoline-5-yl)-1-(trifluoromethyl)-1H-imidazole-5-carboxylate